FC=1C=C(C=C2C(=C(NC12)C1CCOCC1)C)CC1=NC=C(C(=N1)C)C(=O)N ((7-fluoro-3-methyl-2-(tetrahydro-2H-pyran-4-yl)-1H-indol-5-yl)methyl)-4-methylpyrimidine-5-carboxamide